CC1=C(N=C(N1)C1=NC=CC(=C1)C=1C=NC=C(C1)N1CCOCC1)CNC(C)C N-{[5-Methyl-2-(5-morpholin-4-yl-3,4'-bipyridin-2'-yl)-1H-imidazol-4-yl]methyl}propan-2-amin